C(C)(C)(C)OC(=O)N1CC(CC1)N1N=C2C(=CC(=CC2=C1)F)C(=O)N 3-[7-(aminocarbonyl)-5-fluoro-2H-indazol-2-yl]pyrrolidine-1-carboxylic acid tert-butyl ester